3-methyl-1-phenyl-2-Pyrazolin-5-one-4-carbaldehyde CC1=NN(C(C1C=O)=O)C1=CC=CC=C1